2-(5-{(1S)-1-[3-Chloro-5-(1,1,1-trichloro-2-cyanopropan-2-yl)benzamido]ethyl}-3-methyl-1H-1,2,4-triazol-1-yl)-N,N-dimethyl-1,3-thiazole-5-carboxamide ClC=1C=C(C(=O)N[C@@H](C)C2=NC(=NN2C=2SC(=CN2)C(=O)N(C)C)C)C=C(C1)C(C(Cl)(Cl)Cl)(C)C#N